bromo-4',5'-dichloro-4-(3-chloroanilino)spiro[cyclohexane-1,1'-indene]-4-carboxylic acid BrC=1C2(C3=CC=C(C(=C3C1)Cl)Cl)CCC(CC2)(C(=O)O)NC2=CC(=CC=C2)Cl